5-(1,4-dimethyl-1H-pyrazol-5-yl)picolinaldehyde CN1N=CC(=C1C=1C=CC(=NC1)C=O)C